6-fluoro-4-(5-hydroxypyrimidin-2-yl)-1,4-diazacycloheptane-1-carboxylic acid tert-butyl ester C(C)(C)(C)OC(=O)N1CCN(CC(C1)F)C1=NC=C(C=N1)O